N1=C(C=CC=C1)OC1CCC(CC1)C#N (1r,4r)-4-(pyridin-2-yloxy)cyclohexane-1-carbonitrile